4-(7-fluoro-imidazo[1,2-a]pyridin-3-yl)-7-((5-((S)-2-((R)-1-hydroxy-ethyl)morpholino)pyridin-2-yl)amino)isoindolin-1-one FC1=CC=2N(C=C1)C(=CN2)C2=C1CNC(C1=C(C=C2)NC2=NC=C(C=C2)N2C[C@H](OCC2)[C@@H](C)O)=O